Methyl 2-(5-amino-2-(4-(((3R,3aR,6R,6aR)-6-methoxyhexahydrofuro[3,2-b]furan-3-yl)oxy)phenyl)-6-oxopyrimidin-1(6H)-yl)acetate NC1=CN=C(N(C1=O)CC(=O)OC)C1=CC=C(C=C1)O[C@H]1[C@@H]2[C@H](OC1)[C@@H](CO2)OC